BrC=1C(=NC=CC1)CC1N(C(C2=CC=CC=C12)=O)C1CC(C1)CO 3-((3-bromopyridin-2-yl)methyl)-2-((1r,3r)-3-(hydroxymethyl)cyclobutyl)isoindolin-1-one